methyl (1r,4r)-methyl-4-vinylcyclohexanecarboxylate CC1(CCC(CC1)C=C)C(=O)OC